3-[(3-ethyloxetan-3-yl)methoxy]propyldimethylacetoxysilane C(C)C1(COC1)COCCC[Si](OC(C)=O)(C)C